N[C@]1/2C=3C=CC(NC3C[C@@H](C=C(C1)C)\C2=C/C)=O (1R,9S,13E)-1-amino-13-ethylidene-11-methyl-6-azatricyclo[7.3.1.02,7]trideca-2(7),3,10-trien-5-one